(E)-N-(4-((3-chloro-4-fluorophenyl)amino)-5-(1-methyl-1H-indol-6-yl)quinazolin-6-yl)-4-(dimethylamino)but-2-enamide ClC=1C=C(C=CC1F)NC1=NC=NC2=CC=C(C(=C12)C1=CC=C2C=CN(C2=C1)C)NC(\C=C\CN(C)C)=O